O1COC2=C1C=CC(=C2)C2=NN1C(N(C(=C(C1=O)N1CCNCC1)CC)CC(=O)NC1=C(C=C(C=C1)C(F)(F)F)Cl)=N2 2-[2-(2H-1,3-benzodioxol-5-yl)-5-ethyl-7-oxo-6-(piperazin-1-yl)-[1,2,4]triazolo[1,5-a]pyrimidin-4-yl]-N-[2-chloro-4-(trifluoromethyl)phenyl]acetamide